CN(C)CC1=C(C=C(C=C1)NC(=O)C=1C=CC(=C(C1)[C@H]1CN(CC1)C=1C=NC=C(C(=O)N)C1)C)C(F)(F)F (S)-5-(3-(5-((4-((dimethylamino)methyl)-3-(trifluoromethyl)phenyl)carbamoyl)-2-methylphenyl)pyrrolidin-1-yl)nicotinamide